ClC1=NC(=NC=C1OC)C1=NC(=CC=C1)C 4-chloro-5-methoxy-2-(6-methylpyridin-2-yl)pyrimidine